C(=C)C1=CC=C(CCN2C3SCC2SC3)C=C1 7-(4-vinylphenethyl)-2,5-dithia-7-azabicyclo[2.2.1]heptane